5-(((3-((2-(4-Hydroxy-4-methylpiperidin-1-yl)pyrimidin-4-yl)amino)-5-isopropylisoquinolin-8-yl)oxy)methyl)-1-methylpyrrolidin-2-one OC1(CCN(CC1)C1=NC=CC(=N1)NC=1N=CC2=C(C=CC(=C2C1)C(C)C)OCC1CCC(N1C)=O)C